COC=1C=C(C=CC1OC)C=1C(NC2=CC=C(C=C2C1CC)C1=CC=C(C=C1)N1CCN(CC1)C(C)C)=O 3-(3,4-dimethoxyphenyl)-4-ethyl-6-{4-[4-(propan-2-yl)piperazin-1-yl]phenyl}-1,2-dihydroquinolin-2-one